1-(3-((4-(Pyridin-2-yl)tetrahydro-2H-pyran-4-yl)oxy)propyl)-4-(6-(trifluoromethyl)pyridin-2-yl)piperazine N1=C(C=CC=C1)C1(CCOCC1)OCCCN1CCN(CC1)C1=NC(=CC=C1)C(F)(F)F